C(=O)(O)C1=C(C=NC=C1)B1OCCN(CCO1)C 2-(4-carboxy-3-pyridyl)-6-methyl-[1,3,6,2]dioxazaborocane